ClC=1C=C(CNCCCCOCCNC2=NC3=C(C4=CN=CC=C24)C=CC(=C3)C(=O)N)C=C(C1)C1(CC1)C#N 5-((2-(4-((3-chloro-5-(1-cyanocyclopropyl)benzyl)amino)butoxy)ethyl)amino)benzo[c][2,6]naphthyridine-8-carboxamide